ClC=1C=NC(=C(C(=O)NC2CCC(CC2)CN2C(N(C=3C2=NC=CN3)C3=CC=C(C=C3)C)=O)C1)C(F)F 5-chloro-2-(difluoromethyl)-N-((1r,4r)-4-((2-oxo-3-(p-tolyl)-2,3-dihydro-1H-imidazo[4,5-b]pyrazin-1-yl)methyl)cyclohexyl)nicotinamide